FC(C=1C=CC(=NC1)OC=1C=C(N)C=CC1)(F)F 3-((5-(trifluoromethyl)pyridin-2-yl)oxy)aniline